1-(6-((7S)-4-(2,3-dimethylphenyl)-7-(4-methyl-1,3-thiazol-5-yl)-5,6,7,8-tetrahydro-2-quinazolinyl)-2,6-diazaspiro[3.4]octan-2-yl)-2-propen-1-one CC1=C(C=CC=C1C)C1=NC(=NC=2C[C@H](CCC12)C1=C(N=CS1)C)N1CC2(CN(C2)C(C=C)=O)CC1